C(C)(C)(C)OC(=O)N[C@H](C(=O)OC)C[C@H]1C(NC2=C(O1)C=CC(=C2)F)=O methyl (S)-2-((tert-butoxycarbonyl)amino)-3-((S)-6-fluoro-3-oxo-3,4-dihydro-2H-benzo[b][1,4]oxazin-2-yl)propanoate